FC(COCC(F)(F)F)(F)F Bis(2,2,2-trifluoroethyl) ether